(6S,9S)-1-(3-chlorophenyl)-6-(cyclopentylmethyl)-1,1-difluoro-4,7,11-trioxo-9-(((S)-2-oxopyrrolidin-3-yl) methyl)-2-phenyl-3-oxa-5,8,12-triazatetradecan-10-yl acetate C(C)(=O)OC([C@@H](NC([C@@H](NC(OC(C(F)(F)C1=CC(=CC=C1)Cl)C1=CC=CC=C1)=O)CC1CCCC1)=O)C[C@H]1C(NCC1)=O)C(NCC)=O